Cl.ClC=1C=C(C=CC1C(=O)N1CCN(CC1)C(CC1CCNCC1)=O)NC(=O)C=1N(C(=CN1)C=1C(=NN(C1)C1CC1)C(F)(F)F)C N-(3-chloro-4-(4-(2-(piperidin-4-yl)acetyl)piperazine-1-carbonyl)phenyl)-5-(1-cyclopropyl-3-(trifluoromethyl)-1H-pyrazol-4-yl)-1-methyl-1H-imidazole-2-carboxamide hydrochloride